C(C(C)C)N(C1=CC=C(C=N1)C1=C2C=C(C(=CC2=CC=2C=COC21)OC)OC)C 9-(6-(isobutyl(methyl)amino)pyridin-3-yl)-6,7-dimethoxynaphtho[2,3]furan